CC(CC(=O)N1CCC2N(C(CC1)=O)C(CC2)C(=O)N)C 3-(3-methylbutanoyl)-6-oxodecahydropyrrolo[1,2-a][1,5]diazocine-8-carboxamide